C(CCCCC(=O)OCCCCN(CCCCCC(OCCCCCCCCCCC)=O)CCO)(=O)OC(CCCCCCCC)CCCCCCCC 1-heptadec-9-yl 6-{4-[(2-hydroxyethyl) [6-oxo-6-(undecyloxy) hexyl] amino] butyl} hexanediate